(2-(1-(cyclobutylmethyl)-1,8-dihydropyrrolo[3,2-g]indol-2-yl)-7-fluoro-1-methyl-1H-benzo[d]imidazol-5-yl)methanone C1(CCC1)CN1C(=CC=2C=CC=3C=CNC3C21)C2=NC1=C(N2C)C(=CC(=C1)C=O)F